P(=O)(OCCC1=CNC2=CC=C(C=C12)C1(CC1)C(NC(C1=CC=CC=C1)C1=C(C=C(C=C1)OC)C)=O)([O-])[O-].[Na+].[Na+] disodium 2-[5-(1-{[(4-methoxy-2-methylphenyl)(phenyl)methyl]carbamoyl}cyclopropyl)-1H-indol-3-yl]ethyl phosphate